O-ribosyl-adenosine phosphate P(=O)(O)(O)OC[C@@H]1[C@H]([C@H]([C@@H](O1)N1C=NC=2C(N)=NC=NC12)OC1[C@H](O)[C@H](O)[C@H](O1)CO)O